8-acetyl-3,6-dimethyl-2-(morpholin-4-yl)-3,4-dihydroquinazolin-4-one C(C)(=O)C=1C=C(C=C2C(N(C(=NC12)N1CCOCC1)C)=O)C